4,6,7-tribromobenzothiadiazole BrC1=CC(=C(C2=C1N=NS2)Br)Br